4-((1-methylpiperidin-4-yl)amino)-N-(3-(1-(4-chlorophenyl)-1H-benzo[d]imidazol-6-yl)-1H-pyrazol-5-yl)benzamide CN1CCC(CC1)NC1=CC=C(C(=O)NC2=CC(=NN2)C=2C=CC3=C(N(C=N3)C3=CC=C(C=C3)Cl)C2)C=C1